(2-(((1H-pyrrolo[3,2-c]pyridin-2-yl)methyl)amino)-2-oxoethoxy)-N-(dibenzo[b,d]furan-2-ylmethyl)-2-phenylpyrimidine-4-carboxamide N1C(=CC=2C=NC=CC21)CNC(COC=2C(=NC(=NC2)C2=CC=CC=C2)C(=O)NCC2=CC1=C(OC3=C1C=CC=C3)C=C2)=O